NC1=CC=C(C=C1)C1=NN(C2=NC=NC(=C21)N)C2COCC2 3-(4-AMINOPHENYL)-1-(TETRAHYDROFURAN-3-YL)-1H-PYRAZOLO[3,4-D]PYRIMIDIN-4-AMINE